(S)-3-nitro-6,7,7a,8,10,11-hexahydro-9H-pyrazino[1,2-d]pyrido[3,2-b][1,4]oxazepine-9-carboxylic acid tert-butyl ester C(C)(C)(C)OC(=O)N1C[C@H]2N(C3=C(OCC2)C=C(C=N3)[N+](=O)[O-])CC1